2-hydroxy-4'-isopropyl-2-methylbenzophenone OC1(C(C(=O)C2=CC=C(C=C2)C(C)C)C=CC=C1)C